BrC1=C(C(=CC=2CCOC21)N)F 7-bromo-6-fluoro-2,3-dihydrobenzofuran-5-amine